CC=1C=NC(=CC1)C(=O)C1C2(NC(CC1)C2)C(C(=O)OC)=O methyl cis-2-(3-methyl-6-picolinoyl-6-azabicyclo[3.1.1]heptan-1-yl)-2-oxoacetate